5,6-difluoro-1,10-phenanthroline FC1=C2C=CC=NC2=C2N=CC=CC2=C1F